CC1(C(C(=CC2(CN(C2)C(CC=2SC=C(N2)C(F)(F)F)=O)C1)C#N)=O)C 8,8-dimethyl-7-oxo-2-{[4-(trifluoromethyl)-1,3-thiazol-2-yl]acetyl}-2-azaspiro[3.5]non-5-ene-6-carbonitrile